N1-(4-amino-1,3-dihydrofuro[3,4-c]pyridin-7-yl)-N2-(benzo[d]thiazol-5-ylmethyl)-N2-(2-methylcyclohexyl)oxalamide NC1=NC=C(C2=C1COC2)NC(C(=O)N(C2C(CCCC2)C)CC=2C=CC1=C(N=CS1)C2)=O